N1C=CC2=C(C=CC=C12)CCC 3-(1H-indol-4-yl)propan